[C-]#N.C(CCC)[NH+]1C(=CC=C1)CC 1-Butyl-2-ethylpyrrolium cyanid